5-chloro-2-methyl-4-isothiazolinon ClC1=CC(N(S1)C)=O